NC(CN1C(=CC(C(=C1)OCC1=CC=CC=C1)=O)CO)CCCC 1-(2-aminohexyl)-2-hydroxymethyl-5-benzyloxypyridin-4-one